7-(((2-((2-(Diethylamino)ethyl)(ethyl)amino)ethoxy)carbonyl)oxy)tridecane-1,13-diylbis(8-(2-octylcyclopropyl)octanoate) C(C)N(CCN(CCOC(=O)OC(CCCCCCC(C(=O)[O-])CCCCCCC1C(C1)CCCCCCCC)CCCCCCC(C(=O)[O-])CCCCCCC1C(C1)CCCCCCCC)CC)CC